Boron disalicylic acid ammonium salt [NH4+].C(C=1C(O)=CC=CC1)(=O)[O-].C(C=1C(O)=CC=CC1)(=O)[O-].[B+]